1-ethyl-2,3-dimethylimidazolium ethyl-sulfate C(C)OS(=O)(=O)[O-].C(C)N1C(=[N+](C=C1)C)C